4-(piperidin-4-ylamino)benzonitrile 2HCl Cl.Cl.N1CCC(CC1)NC1=CC=C(C#N)C=C1